FC1(CCC(CC1)OC1=C(C(=O)O)C=CC=C1)F 2-((4,4-difluorocyclohexyl)oxy)benzoic acid